OC(C)(C)C(=O)C(C)(C)O 2-hydroxy-2-propylketon